1-(butylsulfonyl)-α-D-rhamnose-13C C(CCC)S(=O)(=O)[13C@@]1(O)[C@@H](O)[C@@H](O)[C@H](O)[C@H](O1)C